7-{[1-(4-chlorobut-2-yn-1-yl)piperidin-4-yl]methoxy}-5-fluoro-2-[(oxan-4-ylsulfanyl)methyl]-3H-quinazolin-4-one ClCC#CCN1CCC(CC1)COC1=CC(=C2C(NC(=NC2=C1)CSC1CCOCC1)=O)F